Benzyloxycarbonyl-Lysine C(C1=CC=CC=C1)OC(=O)N[C@@H](CCCCN)C(=O)O